2-[4-(3-methoxy-3-(4-(trifluoromethoxy)phenyl)propyl)-2,6-dimethylphenoxy]-2-methylpropanoic acid COC(CCC1=CC(=C(OC(C(=O)O)(C)C)C(=C1)C)C)C1=CC=C(C=C1)OC(F)(F)F